CC(C(C(C1=CC(=C(C=C1)C)CO)C=1SC(=C(C1)F)C(C)O[Si](C)(C)C(C)(C)C)(C)C)O Methyl-3-(5-{1-[(tert-butyldimethylsilyl)oxy]ethyl}-4-fluorothiophen-2-yl)-3-[3-(hydroxymethyl)-4-methylphenyl]-2,2-Dimethylpropanol